NCC#CC1=C(C(=O)OC)C=CC(=C1)N(C(=O)C1CCNCC1)C methyl 2-(3-aminoprop-1-yn-1-yl)-4-(N-methylpiperidine-4-carboxamido)benzoate